2,4-Eicosadienoic acid piperidide C(C=CC=CCCCCCCCCCCCCCCC)(=O)N1CCCCC1